C(CCCCC)C(C(=O)OCCCCCCN(CCCCCCOC(C(CCCCCCCC)CCCCCC)=O)CCCN1C(=NC=C1)C)CCCCCCCC ((3-(2-methyl-1H-imidazol-1-yl)propyl)azanediyl)bis(hexane-6,1-diyl) bis(2-hexyldecanoate)